FC1(OC(OC1(F)F)=C(F)F)C(F)(F)F perfluoro(2-methylene-4-methyl-1,3-dioxolan)